O[C@H](CS(=O)(=O)Cl)C (S)-2-hydroxypropane-1-sulfonyl chloride